N-(5-(5-chloro-4-(3-methyl-2-oxo-2,3-dihydro-1H-benzo[d]imidazol-1-yl)pyrimidin-2-ylamino)-2-((2-(dimethylamino)ethyl)(methyl)amino)-4-methoxyphenyl)acrylamide hydrochloride Cl.ClC=1C(=NC(=NC1)NC=1C(=CC(=C(C1)NC(C=C)=O)N(C)CCN(C)C)OC)N1C(N(C2=C1C=CC=C2)C)=O